3-(benzylthiothiocarbonylthiosulfanyl)propionic acid C(C1=CC=CC=C1)SC(=S)SSCCC(=O)O